8-allyloxy-1,3,6-pyrenetrisulfonate C(C=C)OC=1C=C(C=2C=CC3=C(C=C(C=4C=CC1C2C43)S(=O)(=O)[O-])S(=O)(=O)[O-])S(=O)(=O)[O-]